C(CCC)N(C1=CC(=NC=N1)O[C@@H]1CN(CC1)CC(=O)NC=1C=CC=C2C(=CNC12)C1=NC(=NC=C1C)NC1=NN(C(=C1)C)C)CC (S)-2-(3-((6-(butyl(ethyl)amino)pyrimidin-4-yl)oxy)pyrrolidin-1-yl)-N-(3-(2-((1,5-dimethyl-1H-pyrazol-3-yl)amino)-5-methylpyrimidin-4-yl)-1H-indol-7-yl)acetamide